[Br-].C(CCCCCC)N1CC(=CC=C1)C N-heptyl-3-methylpyridine bromide